bis(4-((tert-butyldimethylsilyl)oxy)phenyl)diphenylsilane [Si](C)(C)(C(C)(C)C)OC1=CC=C(C=C1)[Si](C1=CC=CC=C1)(C1=CC=CC=C1)C1=CC=C(C=C1)O[Si](C)(C)C(C)(C)C